ClC1=NC(=C(C=O)C=C1)F 6-Chloro-2-fluoro-nicotinaldehyde